COC=1C=C(C=CC1)C(C(=O)NS(=O)(=O)C1=C(C=CC=C1)C)N1C=CC2=C(C=CC=C12)NCC(=O)O N-(1-(1-(3-methoxyphenyl)-2-((2-methylphenyl)sulfonylamino)-2-oxoethyl)indol-4-yl)glycine